CC=1C(=NC=CC1)C[C@@H]1N(C(C2=CC=CC=C12)=O)CC1=CC2=C(NC(O2)=O)C=C1 (S)-6-((1-((3-methylpyridin-2-yl)methyl)-3-oxoisoindolin-2-yl)methyl)benzo[d]oxazol-2(3H)-one